CCC(CC)NC(=O)C1=CN=C(O1)C=1C=C(C=CC1)C1=CC(=NN1)C(=O)OC(C)(C)C tert-butyl 5-(3-(5-(pentan-3-ylcarbamoyl) oxazol-2-yl) phenyl)-1H-pyrazole-3-carboxylate